N-[(2-Amino-3-pyridyl)sulfonyl]-6-(6-isopropoxy-3-pyridyl)-2-[(4R)-2,2,4-trimethylpyrrolidin-1-yl]pyridin-3-carboxamid NC1=NC=CC=C1S(=O)(=O)NC(=O)C=1C(=NC(=CC1)C=1C=NC(=CC1)OC(C)C)N1C(C[C@H](C1)C)(C)C